FC(OC=1C=C(C=CC1F)C=1C=C(C=NC1)CN1CC2(CCC2)OC1=O)F 6-[[5-[3-(Difluoromethoxy)-4-fluoro-phenyl]-3-pyridyl]methyl]-8-oxa-6-azaspiro[3.4]octan-7-one